C(=O)C=1C=C(C(=NC1)OCC1CCN(CC1)S(=O)(=O)C)C#N 5-formyl-2-[(1-methanesulfonylpiperidin-4-yl)methoxy]pyridine-3-carbonitrile